Methyl 2-amino-5-[(4-methoxyphenyl)carbamoyl]-4-methylthiophene-3-carboxylate NC=1SC(=C(C1C(=O)OC)C)C(NC1=CC=C(C=C1)OC)=O